N1N=NC(=C1)CNC(=O)[C@H]1N2C3=C(C=CC=C3C1)CC[C@@H](C2=O)N(C(C[C@H](CC)C)=O)NC(CC2=CC=CC=C2)=O (2S,5S)-5-((2S,3S)-3-Methyl-2-phenylacetylamino-pentanoylamino)-4-oxo-1,2,4,5,6,7-hexahydro-azepino[3,2,1-hi]indole-2-carboxylic acid (1H-[1,2,3]triazol-4-ylmethyl)-amide